3-((1-(4-(aminomethyl)-2,6-dimethylphenyl)-4-methyl-6-carbonyl-1,6-dihydropyridazin-3-yl)methyl)-6-methylbenzo[d]oxazol-2(3H)-one NCC1=CC(=C(C(=C1)C)N1N=C(C(=CC1=C=O)C)CN1C(OC2=C1C=CC(=C2)C)=O)C